ClC=1C(=C(C=CC1)NC1=NC=NC2=CC=C(C=C12)[C@]1(N(CCN(C1)CC(CCC)C)C(=O)N)C)F 4-[(3-chloro-2-fluorophenyl)amino]-quinazolin-6-yl-4-(2-methylpentyl)-(R)-2-methylpiperazine-1-carboxamide